FC(C(=O)O)(F)F.FC(C(=O)O)(F)F.C(C)(C)(C)NC1CN(CC1)C=1N=NC(=CN1)C1=C(C=C(C=C1)C1=NC=NC(=C1)OC)O 2-{3-[3-(tert-butylamino)pyrrolidin-1-yl]-1,2,4-triazin-6-yl}-5-(6-methoxypyrimidin-4-yl)phenol bistrifluoroacetate